N-diphenylphosphoryl-benzamide C1(=CC=CC=C1)P(=O)(C1=CC=CC=C1)NC(C1=CC=CC=C1)=O